tert-Butyl 7-(4-aminophenyl)-4,7-diazaspiro[2.5]octane-4-carboxylate NC1=CC=C(C=C1)N1CCN(C2(CC2)C1)C(=O)OC(C)(C)C